7-(6-(cyclopropyl((1S,5R)-2-fluoro-8-azabicyclo[3.2.1]octan-3-yl)amino)pyridazin-3-yl)-6-hydroxy-3-methylquinazolin-4(3H)-one C1(CC1)N(C1=CC=C(N=N1)C1=C(C=C2C(N(C=NC2=C1)C)=O)O)C1C([C@@H]2CC[C@H](C1)N2)F